C(CCCCCCC=CCC=CCC=CCCC)(=O)O octadeca-8,11,14-trienoic acid